5-amino-N-((5-(2,6-difluorophenyl)pyridin-2-yl)methyl)-N-(4-(2-hydroxypropan-2-yl)-5,6,7,8-tetrahydroquinolin-8-yl)-6-methyl-1H-pyrrolo[3,2-b]pyridine-2-carboxamide NC1=C(C=C2C(=N1)C=C(N2)C(=O)N(C2CCCC=1C(=CC=NC21)C(C)(C)O)CC2=NC=C(C=C2)C2=C(C=CC=C2F)F)C